IC1=NN(C2=CC=C(C=C12)O[C@H](C)C1=C2C(=NC=C1)N(C=C2)C(=O)OC(C)(C)C)C2OCCCC2 tert-butyl 4-((1R)-1-((3-iodo-1-(tetrahydro-2H-pyran-2-yl)-1H-indazol-5-yl) oxy) ethyl)-1H-pyrrolo[2,3-b]pyridine-1-carboxylate